2-fluoro-4-((methylamino)methyl)benzenesulfonamide FC1=C(C=CC(=C1)CNC)S(=O)(=O)N